FC1=C(C=CC=C1F)C1=NC(=NO1)C(=O)O 5-(2,3-difluorophenyl)-1,2,4-oxadiazole-3-carboxylic acid